2-[4-(4-methanesulfonyl-benzylamino)-6-pyridin-3-yl-pyrimidin-2-ylamino]-4-methylthiazole-5-carboxylic acid ethyl ester C(C)OC(=O)C1=C(N=C(S1)NC1=NC(=CC(=N1)NCC1=CC=C(C=C1)S(=O)(=O)C)C=1C=NC=CC1)C